C(C)(C)C1=C(NC2=CC=C(C=C12)C1CCN(CC1)CC(=O)NC)C1=CC(=NC=C1)OC 2-(4-(3-isopropyl-2-(2-methoxypyridin-4-yl)-1H-indol-5-yl)piperidin-1-yl)-N-methylacetamide